1,2-dimethoxyethane carbonate C(O)(O)=O.COCCOC